N1N=C[NH+]=C1 1H-1,2,4-triazol-4-ium